O=C1N(N=C2N1C=CC(=C2)B2OC(C(O2)(C)C)(C)C)C2C(NC(CC2)=O)=O 3-(3-oxo-7-(4,4,5,5-tetramethyl-1,3,2-dioxaborolan-2-yl)-[1,2,4]triazolo[4,3-a]pyridin-2-yl)piperidine-2,6-dione